C1N(CCC12CCCC2)C2=CC=1NC(C3N(C1N=C2)CCNC3)=O 3-(2-azaspiro[4.4]nonan-2-yl)-7,8,9,10-tetrahydro-5H-pyrazino[1,2-a]pyrido[3,2-e]pyrazin-6(6aH)-one